OC1=CC=C(C=C1)C(\C=C\C1=CC(=C(C=C1)OC)COC1=CC=C(C=C1)[N+](=O)[O-])=O (E)-1-(4-Hydroxyphenyl)-3-[4-methoxy-3-[(4-nitrophenoxy)methyl]phenyl]prop-2-en-1-one